CC1COCC(=N1)C=1C=NC(=CC1)C(F)(F)F 3-methyl-5-(6-(trifluoromethyl)pyridin-3-yl)-3,6-dihydro-2H-1,4-oxazine